(di-tridecyl)hydrogen phosphite CCCCCCCCCCCCCOP(O)OCCCCCCCCCCCCC